The molecule is a straight-chain, sixteen-carbon, saturated long-chain fatty acid. It has a role as an EC 1.1.1.189 (prostaglandin-E2 9-reductase) inhibitor, a plant metabolite, a Daphnia magna metabolite and an algal metabolite. It is a long-chain fatty acid and a straight-chain saturated fatty acid. It is a conjugate acid of a hexadecanoate. CCCCCCCCCCCCCCCC(=O)O